methyl 2-(3-((6-cyano-2-((7-methyl-5-(methylsulfonyl)-1H-indol-4-yl)methyl)-2H-indazol-7-yl)oxy)azetidin-1-yl)-nicotinate C(#N)C=1C=CC2=CN(N=C2C1OC1CN(C1)C1=C(C(=O)OC)C=CC=N1)CC1=C2C=CNC2=C(C=C1S(=O)(=O)C)C